ClC=1C=C(C(=O)N2CC=3C(=NN4C3C(N(C[C@H]4C)[C@H](C)C4=CC=C(C=C4)S(=O)(=O)C)=O)C[C@H]2C)C=CC1Cl |o1:18| (3R,7R)-2-(3,4-dichlorobenzoyl)-3,7-dimethyl-9-((R*)-1-(4-(methylsulfonyl)phenyl)ethyl)-1,2,3,4,8,9-hexahydropyrido[4',3':3,4]pyrazolo[1,5-a]pyrazin-10(7H)-one